1,2,3-trifluoronaphthalene FC1=C(C(=CC2=CC=CC=C12)F)F